O=C1C(=C(CC1)O)CCCCC oxo-pentyl-cyclopentenol